1-bromopyrazole BrN1N=CC=C1